Dichloro[1,3-bis(2,4,6-trimethylphenyl)-2-imidazolidinylidene]{[5-(2-ethoxy-2-oxoethanamido)]-2-isopropoxybenzylidene}ruthenium(II) Cl[Ru-4](=CC1=C(C=CC(=C1)NC(C(=O)OCC)=O)OC(C)C)(=C1N(CCN1C1=C(C=C(C=C1C)C)C)C1=C(C=C(C=C1C)C)C)Cl